O1C(=NC2=C1C=CC=C2)C=2C(=C(C=CC2)NC2=NC(=NC=C2C(=O)OCC)Cl)OC Ethyl 4-{[3-(1,3-benzoxazol-2-yl)-2-methoxyphenyl]amino}-2-chloropyrimidine-5-carboxylate